(1R,2R)-2-((R)-5H-Imidazo[5,1-a]isoindol-5-yl)-3,3-dimethylcyclobutan-1-ol C=1N=CN2C1C1=CC=CC=C1[C@H]2[C@@H]2[C@@H](CC2(C)C)O